di(dipropylphenyl)urea C(CC)C=1C(=C(C=CC1)NC(NC1=C(C(=CC=C1)CCC)CCC)=O)CCC